tert-butyl 2,2-difluoro-6-(((trifluoromethyl) sulfonyl) oxy)-7-azaspiro[3.5]non-5-ene-7-carboxylate FC1(CC2(C1)C=C(N(CC2)C(=O)OC(C)(C)C)OS(=O)(=O)C(F)(F)F)F